NCC1=C(CN(C(C)C)C)C=CC=C1F N-(2-(aminomethyl)-3-fluorobenzyl)-N-methylpropan-2-amine